F[C@@]1([C@](O)([C@](O)([C@@H](C(O)C2=CC=CC=C2C(=O)[O-])O1)C1=CC=CC=C1C(=O)[O-])C)N1C(=O)NC(=O)C=C1 fluoro-2'-methyluridine-3',5'-dibenzoate